CN1C(=NN=C1)C1=C(C=CC=C1)C1=CC(=CC=C1)C=1OC2=C(N1)C=C(C=C2C(F)(F)F)C(=O)N2C[C@H](CCC2)C (S)-(2-(2'-(4-Methyl-4H-1,2,4-triazol-3-yl)-[1,1'-biphenyl]-3-yl)-7-(trifluoromethyl)benzo[d]oxazol-5-yl)(3-methylpiperidin-1-yl)methanone